5-Ethyl-6-fluoro-4-(8-fluoro-2-(((2R,7aS)-2-fluorotetrahydro-1H-pyrrolizin-7a(5H)-yl)methoxy)-4-(2-oxa-7-azaspiro[4.5]decan-7-yl)pyrido[4,3-d]pyrimidin-7-yl)naphthalen-2-ol C(C)C1=C2C(=CC(=CC2=CC=C1F)O)C1=C(C=2N=C(N=C(C2C=N1)N1CC2(CCOC2)CCC1)OC[C@]12CCCN2C[C@@H](C1)F)F